NC1=NNC2=C1C(=NC=C2C=2C=CC1=C(N=C3COCCN31)N2)C2=CC=C(CNC(C3=C(C=CC(=C3)F)OC)=O)C=C2 N-(4-(3-amino-7-(6,7-dihydro-9H-pyrido[2',3':4,5]imidazo[2,1-c][1,4]oxazin-2-yl)-1H-pyrazolo[4,3-c]pyridin-4-yl)benzyl)-5-fluoro-2-methoxybenzamide